C(C)(=O)NC1=C(C(=O)O)C=CC(=C1)[N+](=O)[O-] 2-acetamido-4-nitrobenzoic acid